diphenylsulfide hexafluorophosphate F[P-](F)(F)(F)(F)F.C1(=CC=CC=C1)SC1=CC=CC=C1